BrC=1C=C(C=CC1)C1(CC(C1)F)C(=O)NN (1s,3s)-1-(3-bromophenyl)-3-fluorocyclobutanecarboxylic acid hydrazide